NC(=O)OCC.[Br] bromine Urethane